O-METHOXYCINNAMALDEHYDE COC1=CC=CC=C1/C=C/C=O